1-trimethoxysilyl-2-(diethylamino)(triethoxysilylpropylamino)methylsilyl-ethylene CO[Si](C(=CN(CC)CC)[SiH2]CNCCC[Si](OCC)(OCC)OCC)(OC)OC